C(CCCCCC)(=O)OCC(COC(CCCCCC)=O)C(C(=O)OC[C@]1(O[C@H](C[C@@H]1O)N1C2=NC(=NC(=C2N=C1)N)F)C#C)CCC(=O)[O-] ((2R,3S,5R)-5-(6-amino-2-fluoro-9H-purin-9-yl)-2-ethynyl-3-hydroxy-tetra-hydrofuran-2-yl)methyl (1,3-bis(heptanoyloxy) propan-2-yl)glutarate